C12[C@@H](CC(CC1)C2)N2C(C=CC1=C2N=C(N=C1)NC1=CC(=C(C=C1)N1CCC(CC1)CCCO)F)=O 8-((2R)-bicyclo[2.2.1]heptan-2-yl)-2-((3-fluoro-4-(4-(3-hydroxypropyl)piperidin-1-yl)phenyl)amino)pyrido[2,3-d]pyrimidin-7(8H)-one